azastatine NN(CC(C)C)[C@@H](O)CC(O)=O